CC1(OCCN(C1=O)C1=CC=CC(=N1)C1=NC2=CC(=NC=C2C=C1)CNC(C1=CN=C(C(=C1)S(=O)(=O)C)C)=O)C N-((2-(6-(2,2-dimethyl-3-oxomorpholino)pyridin-2-yl)-1,6-naphthyridin-7-yl)methyl)-6-methyl-5-(methylsulfonyl)nicotinamide